CO[Si](OC)(OC)CSO trimethoxysilyl-methylthio alcohol